C1=NC(=C2C(=N1)N=CN2[C@@H]3[C@@H]([C@@H]([C@H](O3)COP(=O)(O)O)O)O)N Alpha-Adenosine Monophosphate